silver diperiodate barium salt [Ba+2].I(=O)(=O)(=O)[O-].I(=O)(=O)(=O)[O-].[Ag+]